4-((3aS,7aR)-7a-hydroxy-1-oxooctahydro-2H-pyrrolo[3,4-c]pyridin-2-yl)benzoic acid O[C@@]12[C@@H](CNCC1)CN(C2=O)C2=CC=C(C(=O)O)C=C2